ClC=1C=C(C=CC1Cl)C=1N=C(NC1C1=CC=CC=C1)C=1SC=CC1 4-(3,4-Dichlorophenyl)-5-phenyl-2-(2-thienyl)imidazole